3-methyl-7-((1r,4r)-4-(4-methylthiazol-5-yl)cyclohexyl)pyrido[2,3-b]pyrazin-6(5H)-one CC1=CN=C2C(=N1)NC(C(=C2)C2CCC(CC2)C2=C(N=CS2)C)=O